(3R)-3-((5-(1-cyclopropylethyl)-7-((2-(trimethylsilyl)ethoxy)methyl)-7H-pyrrolo[2,3-d]pyrimidin-4-yl)amino)piperidine-1-carboxylic acid tert-butyl ester C(C)(C)(C)OC(=O)N1C[C@@H](CCC1)NC=1C2=C(N=CN1)N(C=C2C(C)C2CC2)COCC[Si](C)(C)C